methoxyformate COC(=O)[O-]